OC1(CCN(CC1)C1=CC=C(C=C1)[N+](=O)[O-])CN1CCN(CC1)C1=CC=C(C=C1)NC(OC(C)(C)C)=O tert-butyl N-[4-[4-[[4-hydroxy-1-(4-nitrophenyl)-4-piperidyl]methyl]piperazin-1-yl]phenyl]carbamate